ON1[C@@H]2CC[C@H](N(C1=O)C2)C(=O)NNC(=O)OC(C)(C)C |r| tert-Butyl 2-{[(2SR,5RS)-6-hydroxy-7-oxo-1,6-diazabicyclo[3.2.1]oct-2-yl]carbonyl}hydrazinecarboxylate